[Ta].[Ru].[Sn].FC=1C(=NC=CC1)O[C@@H]1CN(CC1)C=1C(=NC(=CC1)C1=C(C=CC=C1)C)CO (S)-(3-(3-(3-fluoropyridin-2-yloxy)pyrrolidin-1-yl)-6-o-tolylpyridin-2-yl)methanol tin-ruthenium-tantalum